C(C)O\N=C\C1=C(C(=CC(=C1)\C=C\C1=CC=C(C=C1)N1CCCC1)F)O (E)-3-fluoro-2-hydroxy-5-((E)-4-(pyrrolidin-1-yl)styryl)benzaldehyde O-ethyl oxime